3-{[2-(4-chlorophenyl)imidazo[1,2-a]pyrimidin-3-yl]methyl}-N,N-dimethyl-3,8-diazabicyclo-[3.2.1]octane-8-carboxamide ClC1=CC=C(C=C1)C=1N=C2N(C=CC=N2)C1CN1CC2CCC(C1)N2C(=O)N(C)C